C(#N)C1=CC=C(C(=O)NC2=C(C=C(C(=O)O)C=C2)F)C=C1 4-(4-cyanobenzamido)-3-fluorobenzoic acid